12-oxo-6a,7,9,10-tetrahydro-6H-pyrazino[2,1-c]pyrido[3,4-f][1,4]oxazepin-8(12H)-carboxylic acid tert-butyl ester C(C)(C)(C)OC(=O)N1CC2COC3=C(C(N2CC1)=O)C=NC=C3